N1(CCCC1)C1CCN(CC1)C1=NC=C(C=N1)C1(NNC(=N1)N)N 3-(2-(4-pyrrolidin-1-ylpiperidin-1-yl)pyrimidin-5-yl)-1H-1,2,4-triazole-3,5-diamine